ClC=1C(=NC=CC1C1=NC(=C(C=C1)CNC[C@H]1CCC(N1)=O)OC)C1=C(C(=CC=C1)NC1=NC=CC(=C1F)CN1C[C@@H](CC1)O)C (R)-5-((((3'-chloro-2'-(3-((3-fluoro-4-(((R)-3-hydroxypyrrolidin-1-yl)methyl)pyridin-2-yl)amino)-2-methylphenyl)-6-methoxy-[2,4'-bipyridin]-5-yl)methyl)amino)methyl)pyrrolidin-2-one